COC1=CC=C(C=C1)CNC([O-])=O N-[(4-methoxyphenyl)methyl]carbamate